ClC1=NC(=CC(=N1)CN1C(C2=CC=CC=C2C1=O)=O)Cl 2-((2,6-Dichloropyrimidin-4-yl)methyl)isoindoline-1,3-dione